2,2-dibromo-3-nitropropioamide BrC(C(=O)N)(C[N+](=O)[O-])Br